(3Z)-16,16-dihexanyloxy-3-hexadecen-1-ol C(CCCCC)OC(CCCCCCCCCCC\C=C/CCO)OCCCCCC